N[C@@H]1CN(C[C@H]1OC)C1=CC=C(C=C1)C1CN(C1)C[C@H]1CN(C[C@H](O1)C)C1=CC(N(C2=NC=CC=C12)C)=O 4-[(2S,6R)-2-[[3-[4-[(3R,4R)-3-amino-4-methoxy-pyrrolidin-1-yl]phenyl]azetidin-1-yl]methyl]-6-methyl-morpholin-4-yl]-1-methyl-1,8-naphthyridin-2-one